C1(=CC=CC=C1)C1=C(C2=C(OC3=C2C=CC=C3)C=C1)C=1C(=C(C=CC1)C1=CC=CC=C1)C1=NN=NC(=C1C1=CC=CC=C1)C1=CC=CC=C1 (phenyldibenzofuranyl)(diphenyltriazinyl)biphenyl